BrC=1C=CC2=C(C=C(O2)C=2N=C3N(C=CC(=C3)C#N)C2NC)C1 2-(5-Bromo-1-benzo-furan-2-yl)-3-(methylamino)imidazo[1,2-a]pyridine-7-carbonitrile